4-(4-acryloyl-piperazin-1-yl)-6-chloro-8-fluoro-7-(2-fluoro-6-hydroxyphenyl)quinazoline-2-carboxamide C(C=C)(=O)N1CCN(CC1)C1=NC(=NC2=C(C(=C(C=C12)Cl)C1=C(C=CC=C1O)F)F)C(=O)N